C[Si](O[Si](CC[Si](OC)(OC)OC)(C)C)(C)ON=C(C)C propan-2-one O-(1,1,3,3-tetramethyl-3-(2-(trimethoxysilyl)ethyl)disiloxaneyl) oxime